FC1=CC=C(C=C1)NC(C1=C(C=CC(=C1)C=1C=2N(N=CC1)C=CN2)C)=O N-(4-fluorophenyl)-5-(imidazo[1,2-b]pyridazin-8-yl)-2-methylbenzamide